4-((1R,5S)-3,8-diazabicyclo[3.2.1]octan-3-yl)-7-(4-ethynyl-1H-indol-3-yl)-8-fluoro-2-((tetrahydro-1H-pyrrolizin-7a(5H)-yl)methoxy)quinazoline [C@H]12CN(C[C@H](CC1)N2)C2=NC(=NC1=C(C(=CC=C21)C2=CNC1=CC=CC(=C21)C#C)F)OCC21CCCN1CCC2